C(C)[N+]1(C(CCCC1)CC)CC 1,1,2-triethylpiperidinium